NC=1C=C(C=CC1)C1(CC(C1)CO)CC(=O)OCC Ethyl 2-[1-(3-aminophenyl)-3-(hydroxymethyl)cyclobutyl]acetate